benzo[c]chromen-6-one C1=C2C3=C(C(OC2=CC=C1)=O)C=CC=C3